C(C)(C)(C)OC(=O)N1C(C=CC1)C1=NC=C(C=C1)Cl (5-chloropyridin-2-yl)-2,5-dihydro-1H-pyrrole-1-carboxylic acid tert-butyl ester